(R)-1-((3aR,4S,6aS)-2,2-dimethyltetrahydrothieno[3,4-d][1,3]dioxol-4-yl)ethane-1,2-diol CC1(O[C@@H]2[C@H](O1)CS[C@H]2[C@@H](CO)O)C